N-(2,3,6-trifluoro-4-((3-(2-(((3S,5S)-5-fluoropiperidin-3-yl)amino)pyrimidin-4-yl)pyridin-2-yl)oxy)phenyl)pyrrolidine-1-sulfonamide FC1=C(C(=CC(=C1F)OC1=NC=CC=C1C1=NC(=NC=C1)N[C@@H]1CNC[C@H](C1)F)F)NS(=O)(=O)N1CCCC1